(3-fluoro-4-methylphenyl)prop-2-enamide FC=1C=C(C=CC1C)C(C(=O)N)=C